fluoro-2-chlorobenzonitrile FC=1C(=C(C#N)C=CC1)Cl